CN(C=C(C#N)C=O)C 3-(dimethylamino)-2-formylacrylonitrile